(S or R)-3-(4-{[5-Amino-6-fluoro-7-(8-methyl-2,3-dihydro-1H-pyrido[2,3-b][1,4]oxazin-7-yl)quinazolin-2-yl]amino}-1H-pyrazol-1-yl)-1-methylpyrrolidin-2-one NC1=C2C=NC(=NC2=CC(=C1F)C1=C(C2=C(OCCN2)N=C1)C)NC=1C=NN(C1)[C@@H]1C(N(CC1)C)=O |o1:29|